1-(tert-butyl) 2-methyl 5-(3-aminophenyl)pyrrolidine-1,2-dicarboxylate NC=1C=C(C=CC1)C1CCC(N1C(=O)OC(C)(C)C)C(=O)OC